3-[(2S)-2-hydroxypropoxy]-1-[4-[5-(trifluoromethyl)pyrimidin-2-yl]piperazin-1-yl]propan-1-one O[C@H](COCCC(=O)N1CCN(CC1)C1=NC=C(C=N1)C(F)(F)F)C